ClC1=C(C=C2C=C(N=CC2=C1)NC(=O)C1C(C1)B1OC(C(O1)(C)C)(C)C)N1CCN(CC1)C1(COCC1O)C N-(7-chloro-6-(4-(4-hydroxy-3-methyltetrahydrofuran-3-yl)piperazin-1-yl)isoquinolin-3-yl)-2-(4,4,5,5-tetramethyl-1,3,2-dioxaborolan-2-yl)cyclopropane-1-carboxamide